The molecule is a sulfur oxoanion. It is a conjugate base of a dihydroxidosulfur. It is a conjugate acid of a dioxidosulfate(2-). OS[O-]